ClC=1OC2=C(N1)C=C(C(=C2)Cl)C(F)(F)F 2,6-Dichloro-5-(trifluoromethyl)-1,3-benzoxazole